CC1=NOC(=C1C)NC(=O)C=1C(=C2C3C(C(OC2=CC1CCCCC)(C)C)CCC(=C3)C)O N-(3,4-dimethylisoxazol-5-yl)-1-hydroxy-6,6,9-trimethyl-3-pentyl-6a,7,8,10a-tetrahydro-6H-benzo[c]chromene-2-carboxamide